N1N=NC=C1N 1H-1,2,3-triazol-5-amine